tert-butyl (2R,3S,4S)-3-{[(2-{[(benzyloxy)carbonyl][2-(imidazol-1-yl)ethyl]amino}ethyl)carbamoyl]oxy}-4-[(tert-butoxycarbonyl)oxy]-2-[(4-methoxyphenyl)methyl]pyrrolidine-1-carboxylate C(C1=CC=CC=C1)OC(=O)N(CCNC(=O)O[C@H]1[C@H](N(C[C@@H]1OC(=O)OC(C)(C)C)C(=O)OC(C)(C)C)CC1=CC=C(C=C1)OC)CCN1C=NC=C1